2-methyl-N-(5-methyl-1,3,4-oxadiazol-2-yl)-3-(methanesulfonyl)-4-(trifluoromethyl)benzamide CC1=C(C(=O)NC=2OC(=NN2)C)C=CC(=C1S(=O)(=O)C)C(F)(F)F